C1(CCCCC1)CC1=CC=C(C=C1)NC(NC=1C=CC(=C(C1)NS(=O)(=O)C1=CC=C(C=C1)F)O)=O N-(5-(3-(4-(cyclohexylmethyl)phenyl)ureido)-2-hydroxyphenyl)-4-fluorobenzenesulfonamide